2-(((tert-Butoxycarbonyl)(methyl)amino)methyl)-5-methyl-1H-indole-6-carboxylic acid C(C)(C)(C)OC(=O)N(C)CC=1NC2=CC(=C(C=C2C1)C)C(=O)O